1-methyl-1H-indazole-4-carboxylic acid CN1N=CC=2C(=CC=CC12)C(=O)O